6-[6-[[4-(1-hydroxy-1-methyl-ethyl)cyclohexyl]amino]imidazo[1,2-b]pyridazin-3-yl]benzofuran-2-carboxylic acid OC(C)(C)C1CCC(CC1)NC=1C=CC=2N(N1)C(=CN2)C2=CC1=C(C=C(O1)C(=O)O)C=C2